1-Methyl-4,9-dihydro-3H-beta-carboline CC1=NCCC=2C3=CC=CC=C3NC12